CCCCCCCC=CCCCCCCCC heptadec-8-en